3-chloro-1-(2,4-dihydroxy-3-methoxyphenyl)propan-1-one ClCCC(=O)C1=C(C(=C(C=C1)O)OC)O